4-methylthiosemicarbazide CNC(NN)=S